C[C@@]1([C@@H](N2C(C[C@H]2S1(=O)=O)=O)C(=O)O)/C=N/NC(=O)C1=NC=CN=C1 (2S,3R,5R)-3-methyl-7-oxo-3-((E)-(2-(pyrazine-2-carbonyl)hydrazono)methyl)-4-thia-1-azabicyclo[3.2.0]heptane-2-carboxylic acid 4,4-dioxide